N-(4-((1-(3-chlorophenethyl)pyrrolidin-3-yl)methoxy)phenyl)-N-methylmethanesulfonamide ClC=1C=C(CCN2CC(CC2)COC2=CC=C(C=C2)N(S(=O)(=O)C)C)C=CC1